FC1=CC=C(C=C1)C=1C=C2C(=NC=NC2=C(C1)OC)NCC=1C=NC(=CC1)C(F)(F)F 6-(4-fluorophenyl)-8-methoxy-N-((6-(trifluoromethyl)pyridin-3-yl)methyl)quinazolin-4-amine